C(C)(C)(C)P(C(C)(C)C)CC1=C(C=CC=C1)CP(C(C)(C)C)C(C)(C)C 1,2-bis(di-t-butylphosphinomethyl)benzene